C(C(C)(C)C)(=O)OO peroxypivalic acid